4-(4-tert-butylphenyl)-2-methyl-benzoic acid C(C)(C)(C)C1=CC=C(C=C1)C1=CC(=C(C(=O)O)C=C1)C